isobutyl (1-(5-(3-cyano-6-(2-morpholinoethoxy)pyrazolo[1,5-a]pyridin-4-yl)pyridin-2-yl)-4-methylpiperidin-4-yl)carbamate C(#N)C=1C=NN2C1C(=CC(=C2)OCCN2CCOCC2)C=2C=CC(=NC2)N2CCC(CC2)(C)NC(OCC(C)C)=O